2-butyrylamino-5-bromonaphtho[1,2-d]thiazole C(CCC)(=O)NC=1SC2=C(N1)C1=CC=CC=C1C(=C2)Br